1-β-hydroxyethylamino-4-β,γ-dihydroxypropyloxy-2-nitrobenzene OCCNC1=C(C=C(C=C1)OCC(CO)O)[N+](=O)[O-]